N12C=CCCCC2=NCCC1 1,8-diazabicyclo[5.4.0]-undecen-7-ene